4-(N-ISOPROPYLSULFAMOYL)-2-METHYLPHENYLBORONIC ACID B(C1=C(C=C(C=C1)S(=O)(=O)NC(C)C)C)(O)O